COC=1C=C(OC2=C(C=CC=C2)NC(CNC(=O)C=2C=CC=C3C=CN=CC23)=O)C=CC1 N-(2-((2-(3-methoxyphenoxy)phenyl)amino)-2-oxoethyl)isoquinoline-8-carboxamide